(R)-5-Chloro-N-(1-(3,3-dimethylbutyl)pyrrolidin-3-yl)-1-ethyl-3-(5-methylisoxazol-3-yl)-1H-pyrazole-4-carboxamide ClC1=C(C(=NN1CC)C1=NOC(=C1)C)C(=O)N[C@H]1CN(CC1)CCC(C)(C)C